The molecule is a phosphatidylcholine O-40:6 in which the alkyl and the acyl groups at positions 1 and 2 are octadecyl and (4Z,7Z,10Z,13Z,16Z,19Z)-docosahexaenoyl respectively. It is a phosphatidylcholine O-40:6 and a 2-acyl-1-alkyl-sn-glycero-3-phosphocholine. It derives from an all-cis-docosa-4,7,10,13,16,19-hexaenoic acid. CCCCCCCCCCCCCCCCCCOC[C@H](COP(=O)([O-])OCC[N+](C)(C)C)OC(=O)CC/C=C\\C/C=C\\C/C=C\\C/C=C\\C/C=C\\C/C=C\\CC